3-(3,4-dimethoxybenzyl)-6-(hydroxymethyl)-1-(tetrahydro-2H-pyran-4-yl)-quinazoline-2,4(1H,3H)dione COC=1C=C(CN2C(N(C3=CC=C(C=C3C2=O)CO)C2CCOCC2)=O)C=CC1OC